N-propargylsulfonamide C(C#C)NS(=O)=O